N-(3-Cyano-5-fluoro-4-(1-(isoxazolidin-4-yl)-1H-pyrazol-4-yl)phenyl)-2-(6-(trifluoromethyl)pyridin-2-yl)acetamide C(#N)C=1C=C(C=C(C1C=1C=NN(C1)C1CNOC1)F)NC(CC1=NC(=CC=C1)C(F)(F)F)=O